ClC=1C=2C(N=C3N(C2C=CC1)C1=CC(=CC=C1C3(C)C)C3CCN(CC3)CC3CCC(CC3)C(=O)O)=O (1r,4r)-4-((4-(4-chloro-7,7-dimethyl-5-oxo-5,7-dihydroindolo[1,2-a]quinazolin-10-yl)piperidin-1-yl)methyl)cyclohexane-1-carboxylic acid